ClC=1C(=NC=CC1C=1C(=C(C=CC1)NC(C1=NC=C(C=C1)CNCCO)=O)C)C1=CC(=C(C=C1)CNCC1NC(CC1)=O)F N-(3-(3-chloro-2-(3-fluoro-4-((((5-oxopyrrolidin-2-yl)methyl)amino)methyl)phenyl)pyridin-4-yl)-2-methylphenyl)-5-(((2-hydroxyethyl)amino)methyl)picolinamide